(R)-(4-Fluoro-7-(prop-1-en-2-yl)-1H-benzo[d]imidazol-2-yl)(5-methyl-7,8-dihydro-1,6-naphthyridin-6(5H)-yl)methanone FC1=CC=C(C=2NC(=NC21)C(=O)N2[C@@H](C=1C=CC=NC1CC2)C)C(=C)C